(2S)-3-[3-({3-[(2,4-Difluorobenzyl)oxy]benzyl}oxy)phenyl]-2-[(3R)-pyrrolidin-3-yl]propanoic acid hydrochloride Cl.FC1=C(COC=2C=C(COC=3C=C(C=CC3)C[C@H](C(=O)O)[C@@H]3CNCC3)C=CC2)C=CC(=C1)F